FC1=C(C=CC(=C1)F)[C@H]1N(CC[C@H](C1)NC)C(=O)N1CC2(CCCC2)[C@@H](CC1)CN1C=NC(=CC1=O)C1=C(C=CC=C1)F 3-(((R)-7-((2S,4R)-2-(2,4-Difluorophenyl)-4-(methylamino)piperidine-1-carbonyl)-7-azaspiro[4.5]decan-10-yl)methyl)-6-(2-fluorophenyl)pyrimidin-4(3H)-one